bis(5-dimethylaminocarbonyloxy-2,4-dimethylphenyl) tetrasulfide CN(C(=O)OC=1C(=CC(=C(C1)SSSSC1=C(C=C(C(=C1)OC(=O)N(C)C)C)C)C)C)C